OCCS(=O)(=O)NC1=CC(=C(C(=O)NC2=NC=CC(=N2)N2CCOCC2)C=C1)N1CCC2(CC2)CC1 4-((2-hydroxyethyl)sulfonamido)-N-(4-morpholinopyrimidin-2-yl)-2-(6-azaspiro[2.5]octan-6-yl)benzamide